C1(CCCC1)[C@@H](C(=O)O)NC(=O)OCC1C2=CC=CC=C2C=2C=CC=CC12 (2S)-2-cyclopentyl-2-[9H-fluoren-9-ylmethoxycarbonyl-amino]acetic acid